4-Chloro-7-((3aR,4R,6aS)-2,2-dimethyl-6-vinyltetrahydrothieno[3,4-d][1,3]dioxol-4-yl)-7H-pyrrolo[2,3-d]pyrimidine ClC=1C2=C(N=CN1)N(C=C2)[C@@H]2SC([C@H]1OC(O[C@H]12)(C)C)C=C